NC([C@H](C[C@H]1C(NC(C1)(C)C)=O)NC([C@H](CC1CC1)NC(=O)C=1NC=C(C1)Cl)=O)=O N-((S)-1-(((S)-1-amino-3-((R)-5,5-dimethyl-2-oxopyrrolidin-3-yl)-1-oxopropan-2-yl)amino)-3-cyclopropyl-1-oxopropan-2-yl)-4-chloro-1H-pyrrole-2-carboxamide